ClC=1C(=NC(=NC1)NC=1C=NN(C1)CCOC)C1=CC=C(C(=O)O)C=C1 4-(5-Chloro-2-((1-(2-methoxyethyl)-1H-pyrazol-4-yl)amino)pyrimidin-4-yl)benzoic Acid